FC=1C=C2C=C(C=NC2=CC1F)NC1=NC(=NC=C1)NC=1C=CC2=C(N(CCO2)C)C1 4-(6,7-difluoro-3-quinolylamino)-2-(4-methyl-3,4-dihydro-2H-1,4-benzoxazin-6-ylamino)pyrimidine